N-[(1-methyl-1H-imidazol-4-yl)methyl]-2'-(quinolin-3-yl)-5',6'-dihydrospiro[azetidine-3,4'-pyrrolo[1,2-b]pyrazole]-1-carboxamide CN1C=NC(=C1)CNC(=O)N1CC2(CCN3N=C(C=C32)C=3C=NC2=CC=CC=C2C3)C1